BrC1=CC(=NC=C1)C(C)N 1-(4-bromopyridin-2-yl)ethylamine